NCC1=CC=C(C=C1)NC(=O)C1=CC2=C(OCCC3=C2SC=C3)C=C1C=1C(=NC(=CC1)C(NC[C@H](CO)O)=O)C(=O)O (R)-3-(9-((4-(aminomethyl)phenyl)carbamoyl)-4,5-dihydrobenzo[b]thieno[2,3-d]oxepin-8-yl)-6-((2,3-dihydroxypropyl)carbamoyl)picolinic acid